BrC1=C(C=CC=C1)[Se]C1=C(C=C(C=C1)C)C1=C(C=CC=C1)NC(C1=NC=CC=C1)=O N-(2'-((2-bromophenyl)selanyl)-5'-methyl-[1,1'-biphenyl]-2-yl)picolinamide